NC=1N=NC(=CC1N1CC2CCC(C1)N2C2=CC(=NC=C2)CCCOCCOCCN2CCN(CC2)CC(=O)OC(C)(C)C)C2=C(C=CC=C2)O tert-butyl 2-[4-(2-[2-[3-(4-[3-[3-amino-6-(2-hydroxyphenyl)pyridazin-4-yl]-3,8-diazabicyclo[3.2.1]octan-8-yl]pyridin-2-yl)propoxy]ethoxy]ethyl)piperazin-1-yl]acetate